1,1,1,3,3,3-hexafluoro-2-(2'-methyl-4'-((8-(pyrimidin-4-ylmethyl)-3,8-diazabicyclo[3.2.1]octan-3-yl)methyl)-[1,1'-biphenyl]-4-yl)propan-2-ol FC(C(C(F)(F)F)(O)C1=CC=C(C=C1)C1=C(C=C(C=C1)CN1CC2CCC(C1)N2CC2=NC=NC=C2)C)(F)F